ClC1=C(CN2CCC(CC2)N2C3=C(N(C(C2=O)=O)C)C=CC(=N3)C)C=CC=C1 4-(1-(2-chlorobenzyl)piperidin-4-yl)-1,6-dimethyl-1,4-dihydropyrido[2,3-b]pyrazine-2,3-dione